N-((R)-1-hydroxypropan-2-yl)-8-(4-(trifluoromethyl)cyclohex-1-en-1-yl)quinoline-3-carboxamide OC[C@@H](C)NC(=O)C=1C=NC2=C(C=CC=C2C1)C1=CCC(CC1)C(F)(F)F